CC1=C(C=C(O1)C(=O)NC1=NC(=NS1)CC(C)=O)C1=CC(=CC=C1)OC(F)F 5-Methyl-4-(3-(difluoromethoxy)phenyl)-N-(3-(2-oxopropyl)-1,2,4-thiadiazol-5-yl)furan-2-formamide